C(#N)CC(=O)NC=1C=CC=C2C(=CNC12)C1=CC(=NC=C1C)NC(=O)C1CC1 N-(4-(7-(2-cyanoacetamido)-1H-indol-3-yl)-5-methylpyridin-2-yl)cyclopropanecarboxamide